COC=1C=C(C=CC1OC)[C@H]1OC[C@@H]([C@@H]1CO)CC1=CC=CC2=CC=CC=C12 ((2S,3R,4R)-2-(3,4-Dimethoxyphenyl)-4-(naphthalen-1-ylmethyl)tetrahydrofuran-3-yl)-methanol